C1(CC1)NC(=O)O[C@H]1C[C@H](CC1)C=1NN=C(C1)NC1=NC=CC2=C1CCS2(=O)=O (1R,3S)-3-{5-[(1,1-dioxo-2,3-dihydro-1λ6-thieno[3,2-c]pyridin-4-yl)amino]-2H-pyrazol-3-yl}cyclopentyl (cyclopropylamino)methanoate